2,3,4,5-tetrahydroxy-6-Oxohexyl Sulfate S(=O)(=O)(OCC(C(C(C(C=O)O)O)O)O)[O-]